CO[Si](C1CCNCCNCCN1)(OC)OC 10-trimethoxysilyl-1,4,7-triazacyclodecane